tert-butyl (S)-3-((R)-2-(4-bromo-2-(2-((methanesulfonyl)oxy)ethoxy)benzamido)-1-((tert-butyl dimethylsilyl)oxy)ethyl)-3,4-dihydroisoquinoline-2(1H)-carboxylate BrC1=CC(=C(C(=O)NC[C@@H](O[Si](C)(C)C(C)(C)C)[C@H]2N(CC3=CC=CC=C3C2)C(=O)OC(C)(C)C)C=C1)OCCOS(=O)(=O)C